5-(benzyloxy)-N-(diphenylmethylene)-3,4,6-trimethylpyridin-2-amine C(C1=CC=CC=C1)OC=1C(=C(C(=NC1C)N=C(C1=CC=CC=C1)C1=CC=CC=C1)C)C